FC(OC1=C(N)C=CC(=C1)C1CCN(CC1)C)F 2-(difluoromethoxy)-4-(1-methylpiperidin-4-yl)aniline